3-(5-(2-Oxopyrrolidin-1-yl)pyridin-3-yl)-3-(5-(2-(5,6,7,8-tetrahydro-1,8-naphthyridin-2-yl)ethoxy)-1H-indazol-1-yl)propanoic acid O=C1N(CCC1)C=1C=C(C=NC1)C(CC(=O)O)N1N=CC2=CC(=CC=C12)OCCC1=NC=2NCCCC2C=C1